COC(C1=CC=C(C=C1)C=1C=C(C=2C(C3=CC=CC=C3OC2C1)=O)O)=O 4-(1-hydroxy-9-oxo-9H-xanthen-3-yl)benzoic acid methyl ester